CC1(CCC(CC1)C=1CCCC2=C(C1)C=CC(=C2)C(=O)O)C 8-(4,4-dimethylcyclohexyl)-6,7-dihydro-5H-benzo[7]annulene-3-carboxylic acid